FC(COC1=C(C=C(C(=N1)OC)NS(=O)(=O)C1=CN=CC=2C(N(C=CC12)C)=O)F)F N-[6-(2,2-difluoroethoxy)-5-fluoro-2-methoxy-3-pyridyl]-8-keto-7-methyl-2,7-naphthyridine-4-sulfonamide